N-hydroxy-N-[(1S)-3-hydroxy-1-(6-methylpyrazin-2-yl)propyl]-2,2-dimethylpropionamide ON(C(C(C)(C)C)=O)[C@@H](CCO)C1=NC(=CN=C1)C